(1aR,5aR)-2-(6-Chloropyridazin-3-yl)-1a,2,5,5a-tetrahydro-1H-2,3-diaza-cyclopropa[a]pentalene-4-carboxylic Acid (2-Hydroxy-1,1-dimethyl-ethyl)-amide OCC(C)(C)NC(=O)C=1C=2C[C@@H]3[C@H](C2N(N1)C=1N=NC(=CC1)Cl)C3